C(C=C)C1=NC(=NC(=N1)OC)OC 2-allyl-4,6-dimethoxy-1,3,5-triazine